4,6-dihydropyrrolo[3,4-d]imidazol-5(1H)-carboxamide N1C=NC2=C1CN(C2)C(=O)N